4,5-difluoro-3-(1-methylpiperidin-3-yl)-1H-indole FC1=C2C(=CNC2=CC=C1F)C1CN(CCC1)C